methyl 3-(9-ethyl-2-(3-methoxy-4-phenyl-1H-pyrazol-1-yl)-6-morpholino-9H-purin-8-yl)propanoate C(C)N1C2=NC(=NC(=C2N=C1CCC(=O)OC)N1CCOCC1)N1N=C(C(=C1)C1=CC=CC=C1)OC